8-methyl-6-[2-(4-methyl-3-oxo-piperazin-1-yl)ethyl]-2-[4-(trifluoromethyl)-2-pyridinyl]-3H-quinazolin-4-one hydrochloride Cl.CC=1C=C(C=C2C(NC(=NC12)C1=NC=CC(=C1)C(F)(F)F)=O)CCN1CC(N(CC1)C)=O